(E)-3-(4-(8-benzyl-2-oxa-5,8-diazaspiro[3.4]octane-5-carbonyl)phenyl)-1-(pyridin-2-yl)prop-2-en-1-one C(C1=CC=CC=C1)N1CCN(C12COC2)C(=O)C2=CC=C(C=C2)/C=C/C(=O)C2=NC=CC=C2